C(C)(=O)O.C(C)(=O)O.C(O)C(CC)(CO)CO TrimethylolPropane Diacetate